C(C)(C)(C)OC(=O)N[C@@H]1[C@H](C[C@H](CC1)F)C(=O)OCC |&1:11| Ethyl (1S,2S,SR)-2-((tert-butoxycarbonyl)amino)-5-fluorocyclohexane-1-carboxylate